(Z)-3,3-dimethyl-1,3-dihydro-2-benzofuran-1-one CC1(OC(C2=C1C=CC=C2)=O)C